CC(CCC=CC)C(=O)O 5-heptene-2-carboxylic acid